9-AnthraceneCarboxylic Acid C1=CC=CC2=CC3=CC=CC=C3C(=C12)C(=O)O